NC1=NN(C2=CC=C(C=C12)C=1C=C(C#N)C=CC1Cl)C(C1=CC=CC=C1)(C1=CC=CC=C1)C1=CC=CC=C1 3-(3-Amino-1-trityl-1H-indazol-5-yl)-4-chloro-benzonitrile